tert-butyl (3-(3-(imino(1-isopropyl-2,3-dihydro-1H-pyrrolo[2,3-c]pyridin-5-yl)methyl)thioureido)pyrazin-2-yl)(methyl)carbamate N=C(NC(NC=1C(=NC=CN1)N(C(OC(C)(C)C)=O)C)=S)C=1C=C2C(=CN1)N(CC2)C(C)C